N[C@H](CC1=C(C=2N=NC=C(C2S1)NCC1=CN=CO1)C)C 6-[(2S)-2-aminopropyl]-7-methyl-N-[(1,3-oxazol-5-yl)methyl]thieno[3,2-c]pyridazin-4-amine